4,4-di-tert-butyl-2,2-bipyridine hexafluorophosphate F[P-](F)(F)(F)(F)F.C(C)(C)(C)C1(CC(=NC=C1)C1=NC=CC=C1)C(C)(C)C